CC(C)(C)[S@@](=O)N[C@@H]1[C@H](/C=C/CCCS[C@@H]2[C@@H]([C@H]([C@H]([C@@H]1O2)O)O)O)C (R)-2-methyl-N-((1R,8S,9R,10R,11R,12S,13R,E)-11,12,13-trihydroxy-8-methyl-14-oxa-2-thiabicyclo[8.3.1]tetradec-6-en-9-yl)propane-2-sulfinamide